OC1=CC=C2CCC(=C(C2=C1)C1=CC=C(C=C1)N1CCN(CC1)C(C)C)C1=CC=C(C(=O)O)C=C1 4-(7-Hydroxy-1-(4-(4-isopropylpiperazin-1-yl)phenyl)-3,4-dihydronaphthalen-2-yl)benzoic acid